5-chloro-N-(4-morpholinophenyl)-4-(1-(2,2,2-trifluoroethyl)-1H-benzo[d]imidazol-5-yl)pyrimidin-2-amine ClC=1C(=NC(=NC1)NC1=CC=C(C=C1)N1CCOCC1)C1=CC2=C(N(C=N2)CC(F)(F)F)C=C1